(2R,3S,4S)-4-hydroxy-2-[(4-ethoxyphenyl)methyl]pyrrolidin-3-yl spiro[3.3]heptane-2-carboxylate C1C(CC12CCC2)C(=O)O[C@H]2[C@H](NC[C@@H]2O)CC2=CC=C(C=C2)OCC